CC1=C[C@@]23CC[C@H]4[C@]([C@@H]2CC[C@@H]1C3)(C[C@H](CC4(C)C)O)C The molecule is an ent-kaurane diterpenoid in which the ent-kaurane skeleton has a double bond at C-15 and carries an alpha-configured hydroxy group at C-2. It has a role as a plant metabolite.